C1(CCCC1)C1=NN(C=N1)C=1C=C(C=CC1)C(=O)N1C[C@@H](OC2=C1C=CC=C2C)C [3-(3-Cyclopentyl-1H-1,2,4-triazol-1-yl)phenyl][(2S)-2,3-dihydro-2,8-dimethyl-4H-1,4-benzoxazin-4-yl]methanone